BrC1=C(C(=NC=C1)/N=C/N(C)C)OC (E)-N'-(4-bromo-3-methoxypyridin-2-yl)-N,N-dimethylmethanimidamide